Cl.Cl.C1(CC1)[C@H]1CN(CCN1)C=1N=NC(=CN1)C1=C(C=C(C=C1)C=1C=NN2C1CCCC2)O 2-{3-[(3S)-3-cyclopropylpiperazin-1-yl]-1,2,4-triazin-6-yl}-5-(4,5,6,7-tetrahydropyrazolo[1,5-a]pyridin-3-yl)phenol dihydrochloride